(R)-(1-(2-chlorofuro[3,2-d]pyrimidin-4-yl)pyrrolidin-2-yl)methanol ClC=1N=C(C2=C(N1)C=CO2)N2[C@H](CCC2)CO